CN1N=CC2=CC(=CC=C12)C=C1C(NC=N1)=O 5-((1-methyl-1H-indazol-5-yl)methylene)-3,5-dihydro-4H-imidazol-4-one